C(C)OC1=C(C=CC=C1)C1=CC(=C(C=C1)C1CN(CC1)C(=O)C1=NC=C(C=C1)F)C=O 2'-ethoxy-4-(1-(5-fluoropyridyl-formyl)pyrrolidin-3-yl)biphenyl-3-carbaldehyde